23-[(4-Methylbenzene-1-sulfonyl)oxy]-3,6,9,12,15,18,21-heptaoxatricosanoic acid CC1=CC=C(C=C1)S(=O)(=O)OCCOCCOCCOCCOCCOCCOCCOCC(=O)O